C1(CC1)CN[C@H]1CN(CCC1)C1=CC(N(C=C1)C(C)N1N=NC(=C1)C=1C=NC=C(C1)N1CCCC1)=O 4-((R)-3-((cyclopropylmethyl)amino)piperidin-1-yl)-1-(1-(4-(5-(pyrrolidin-1-yl)pyridin-3-yl)-1H-1,2,3-triazol-1-yl)ethyl)pyridin-2(1H)-one